4,5-dihydroxy-1,3-benzenedisulfonic acid OC1=C(C=C(C=C1O)S(=O)(=O)O)S(=O)(=O)O